(S)-5-(tert-butyloxycarbonyl)-5-azaspiro[2.4]heptane-6-carboxylic acid C(C)(C)(C)OC(=O)N1CC2(CC2)C[C@H]1C(=O)O